6-(((3,5-bis(trifluoromethyl)phenyl))oxy)-1-ethyl-4-oxo-1,4-dihydroquinoline-3-carboxylic acid ethyl ester C(C)OC(=O)C1=CN(C2=CC=C(C=C2C1=O)OC1=CC(=CC(=C1)C(F)(F)F)C(F)(F)F)CC